CC1=CC=C(C=C1)S(=O)(=O)NN=CC1=C(C=CC=C1)C1=C(C=CC=C1)C#N 2-(2-cyanophenyl)benzaldehyde p-toluenesulfonylhydrazone